ClC=1C=C(NC=2C=3N(C=CN2)C(=CN3)C3=C(C(=C(OCC#N)C=C3)F)F)C=CC1C(=O)N1CCN(CC1)C(CNC)=O 2-[4-[8-[3-chloro-4-[4-[2-(methylamino)acetyl]piperazine-1-carbonyl]anilino]imidazo[1,2-a]pyrazin-3-yl]-2,3-difluorophenoxy]acetonitrile